N=1N(N=CC1)C1=C(C=C(C=N1)NC(=O)NC=1C=NC=2N(C1[C@H](C(C)C)OC)N=C(C2)Cl)C(F)(F)F (S)-1-(6-(2H-1,2,3-triazol-2-yl)-5-(trifluoromethyl)pyridin-3-yl)-3-(2-chloro-7-(1-methoxy-2-methyl-propyl)pyrazolo[1,5-a]Pyrimidin-6-yl)urea